2-[(3-chloro-5-fluoro-pyridine-4-carbonyl)amino]-4-[2-(cyclopropylmethoxy)ethyl-[4-(5,6,7,8-tetrahydro-1,8-naphthyridin-2-yl)butyl]amino]butanoic acid ClC=1C=NC=C(C1C(=O)NC(C(=O)O)CCN(CCCCC1=NC=2NCCCC2C=C1)CCOCC1CC1)F